COC=1C=C(C=C(C1)OC)N1C=NC(=C1)[N+](=O)[O-] 1-(3,5-Dimethoxyphenyl)-4-nitro-1H-imidazole